[1,3-bis(2,6-diisopropylphenyl)imidazol-2-ylidene]palladium (II) C(C)(C)C1=C(C(=CC=C1)C(C)C)N1C(N(C=C1)C1=C(C=CC=C1C(C)C)C(C)C)=[Pd]